6-(Cyclopropanecarboxamido)-4-((7-methoxy-1-(2-methoxyethyl)-1H-indazol-6-yl)amino)-N-(methyl-d3)nicotinamide C1(CC1)C(=O)NC1=NC=C(C(=O)NC([2H])([2H])[2H])C(=C1)NC1=CC=C2C=NN(C2=C1OC)CCOC